N-(6-((5-bromo-2-((6-isopropyl-8-methoxy-3-methyl-3,4,5,6-tetrahydrobenzo[b]pyrazolo[4,3-d]azepin-9-yl)amino)-pyrimidin-4-yl)amino)-quinoxalin-5-yl)methanesulfonamide BrC=1C(=NC(=NC1)NC1=CC2=C(N(CCC3=C2C=NN3C)C(C)C)C=C1OC)NC=1C(=C3N=CC=NC3=CC1)NS(=O)(=O)C